BrC1=C(C=C(C=C1)C(C(C)(O)C)NN)C(F)(F)F 1-(4-bromo-3-(trifluoromethyl)phenyl)-1-hydrazino-2-methylpropan-2-ol